tert-butyl (S)-2-((tert-butoxycarbonyl)amino)-3-(4-cyanopyridin-2-yl)propanoate C(C)(C)(C)OC(=O)N[C@H](C(=O)OC(C)(C)C)CC1=NC=CC(=C1)C#N